FC=1C=C(OC2=CC(=NC=C2)NC(COC)=O)C=CC1NC(=O)NC=1N(N=C(C1)C1(CSC1)C)C1=CC=C(C=C1)C N-[4-(3-Fluoro-4-{3-[5-(3-methyl-thietan-3-yl)-2-p-tolyl-2H-pyrazol-3-yl]-ureido}-phenoxy)-pyridin-2-yl]-2-methoxy-acetamide